1-{3-cyclopropyl-2-fluoro-5-[(2R)-2-methylmorpholin-4-yl]phenyl}-3-[(1-ethyl-1H-pyrazol-4-yl)methyl]-4-fluoropyridin-2(1H)-one C1(CC1)C=1C(=C(C=C(C1)N1C[C@H](OCC1)C)N1C(C(=C(C=C1)F)CC=1C=NN(C1)CC)=O)F